4-azido-5-chloro-2,1,3-benzothiadiazole N(=[N+]=[N-])C1=C(C=CC2=NSN=C21)Cl